FC1=C(COC=2C=C(C=C3C=C(NC23)CN2C(C(=CC=C2)NC([C@H](CC\C=C\C(=O)N(C)C)NC(OC)=O)=O)=O)F)C=CC(=C1)F (S,E)-methyl (1-((1-((7-((2,4-difluorobenzyl)oxy)-5-fluoro-1H-indol-2-yl)methyl)-2-oxo-1,2-dihydropyridin-3-yl)amino)-7-(dimethylamino)-1,7-dioxohept-5-en-2-yl)carbamate